gamma-(3,4-epoxycyclohexyl)butyltriethoxysilane C1(CC2C(CC1)O2)C(CC[Si](OCC)(OCC)OCC)C